ferrocenyl butenoate C(C=CC)(=O)O[C-]1C=CC=C1.[CH-]1C=CC=C1.[Fe+2]